2-(R)-2-Trifluoromethylpyrrolidine C1C[C@@H](NC1)C(F)(F)F